N-[(1H-benzimidazol-2-yl)methyl]-8-bromo-2-(methanesulfonyl)pyrazolo[1,5-a][1,3,5]triazin N1C(=NC2=C1C=CC=C2)CN2C=1N(C=NC2S(=O)(=O)C)N=CC1Br